FC1=C(C(=O)C2=CC=3C(C4=CC=CC=C4C3C=C2)(CCC)CCC)C=CC=C1 2-(2-fluorobenzoyl)-9,9-di-n-propylfluorene